COC(C(C(C)C)C1=C(C(=NO1)OC1OCCCC1)F)=O 2-(4-fluoro-3-tetrahydropyran-2-yloxy-isoxazol-5-yl)-3-methyl-butyric acid methyl ester